tetragalloyl-glucose C(C1=CC(O)=C(O)C(O)=C1)(=O)[C@@]([C@@]([C@](C(=O)C(C1=CC(O)=C(O)C(O)=C1)=O)(O)C(C1=CC(O)=C(O)C(O)=C1)=O)(O)C(C1=CC(O)=C(O)C(O)=C1)=O)(O)[C@H](O)CO